C1=C(C=CC=2OC3=C(C21)C=CC=C3)C(C)N 1-(dibenzo[b,d]furan-2-yl)ethan-1-amine